1-(4-bromo-2,5-difluorophenyl)-2,2-difluoropropan-1-one BrC1=CC(=C(C=C1F)C(C(C)(F)F)=O)F